C(C)O[Si](CCCOCC(CS)S)(C1=CC=CC=C1)OCC 3-(3-diethoxyphenylsilylpropoxy)propane-1,2-dithiol